6-cyclopropyl-3-((3-(tetrahydro-2H-pyran-4-yl)-2-(2,2,2-trifluoroethoxy)phenyl)amino)pyrazine-2-carboxylic acid C1(CC1)C1=CN=C(C(=N1)C(=O)O)NC1=C(C(=CC=C1)C1CCOCC1)OCC(F)(F)F